3-(3-benzyl-phenyl)-1-(1-cyanopyrrolidin-3-yl)-1-methylurea C(C1=CC=CC=C1)C=1C=C(C=CC1)NC(N(C)C1CN(CC1)C#N)=O